2-(6-(difluoromethoxy)-[1,1'-biphenyl]-3-yl)-N-(3-(1,1-difluoropropyl)phenyl)-5-methyl-1H-imidazole-4-carboxamide FC(OC1=CC=C(C=C1C1=CC=CC=C1)C=1NC(=C(N1)C(=O)NC1=CC(=CC=C1)C(CC)(F)F)C)F